heptadecane-4,8-diol CCCC(CCCC(CCCCCCCCC)O)O